7-(2-Hydroxy-2-methylpropoxy)-5-(6-(4-(pyridin-2-oxy)piperidin-1-yl)pyridin-3-yl)imidazo[1,2-a]pyridine-3-carbonitrile OC(COC1=CC=2N(C(=C1)C=1C=NC(=CC1)N1CCC(CC1)OC1=NC=CC=C1)C(=CN2)C#N)(C)C